S1C(=NC2=C1C=C1CCCC1=C2)NC([C@H](C)N2C[C@@H](C(CC2)(F)F)C2=CC(=[N+](C=C2)[O-])CO)=O 4-((S)-1-((S)-1-((6,7-dihydro-5H-indeno[5,6-d]thiazol-2-yl)amino)-1-oxopropan-2-yl)-4,4-difluoropiperidin-3-yl)-2-(hydroxymethyl)pyridine 1-oxide